4-[3-[2,6-Dichloro-4-(3-ethyl-3-methoxyazetidin-1-yl)benzoyl]-2,4-dihydro-1,3-benzoxazin-8-yl]-5-fluoro-2-(3-oxa-8-azabicyclo[3.2.1]octan-8-yl)benzoic acid ClC1=C(C(=O)N2COC3=C(C2)C=CC=C3C3=CC(=C(C(=O)O)C=C3F)N3C2COCC3CC2)C(=CC(=C1)N1CC(C1)(OC)CC)Cl